FC1=C2C=C(C=NC2=CC(=C1)F)C=1C=NN(C1)C 5,7-difluoro-3-(1-methyl-1H-pyrazol-4-yl)quinoline